C1(\C=C/C(=O)O1)=O maleinic acid anhydride